disodium 2,6-naphthalenedisulfonate C1=C(C=CC2=CC(=CC=C12)S(=O)(=O)[O-])S(=O)(=O)[O-].[Na+].[Na+]